carbazol-3-ylboronic acid C1=CC(=CC=2C3=CC=CC=C3NC12)B(O)O